tert-butyl 3-((6-chloro-8-nitro-2,2-dioxido-1-((2-(trimethylsilyl)ethoxy)methyl)-1,4-dihydro-3H-benzo[c][1,2,6]thiadiazin-3-yl)methyl)piperidine-1-carboxylate ClC1=CC2=C(N(S(N(C2)CC2CN(CCC2)C(=O)OC(C)(C)C)(=O)=O)COCC[Si](C)(C)C)C(=C1)[N+](=O)[O-]